2-(6-{5-chloro-2-[(oxan-4-yl)amino]pyrimidin-4-yl}-1-oxo-2,3-dihydro-1H-isoindol-2-yl)-N-[(1S)-1-(2-fluoro-5-methylphenyl)-2-hydroxyethyl]acetamide ClC=1C(=NC(=NC1)NC1CCOCC1)C1=CC=C2CN(C(C2=C1)=O)CC(=O)N[C@H](CO)C1=C(C=CC(=C1)C)F